tert-Butyl 4-((4-fluorobenzyl)(methyl)amino)-3-methylpiperidine-1-carboxylate FC1=CC=C(CN(C2C(CN(CC2)C(=O)OC(C)(C)C)C)C)C=C1